O-benzoyl-N-(4-fluoro-2-methylbenzyl)hydroxylamine C(C1=CC=CC=C1)(=O)ONCC1=C(C=C(C=C1)F)C